P(=O)(OCCCCN(CCCCCCCCCC)CCCCCCCCCC)(OCCCCCCC)[O-] 4-(didecyl amino)butyl heptyl phosphate